4-(2,3-dihydrothieno[3,4-b][1,4]dioxin-2-ylmethoxy)-1-butanesulfonic acid O1C=2C(OCC1COCCCCS(=O)(=O)O)=CSC2